(3R,4S)-4-fluoropiperidin-3-ol F[C@@H]1[C@@H](CNCC1)O